S(=O)(=O)(O)O.N1CCC1 azetidine monosulfate